C(C1=CC=CC=C1)NC(=O)[C@@]12NC([C@H]3[C@H]([C@@H]1N(C[C@@H]2C3)CC3=CC=C(C=C3)O)CC(C)C)=O |o1:10,13,14,15,18| (3S*,3aS*,6R*,7R*,7aS*)-N-benzyl-1-(4-hydroxybenzyl)-7-isobutyl-5-oxooctahydro-3aH-3,6-methanopyrrolo[3,2-b]pyridine-3a-carboxamide